N-((2S)-3-cyclohexyl-1-((2-(4-methyl-2-oxoimidazolidin-1-yl)-2-(methylcarbamoyl)-2,3-dihydro-1H-inden-5-yl)amino)-1-oxopropan-2-yl)-1-methyl-1H-pyrazole-5-carboxamide C1(CCCCC1)C[C@@H](C(=O)NC=1C=C2CC(CC2=CC1)(C(NC)=O)N1C(NC(C1)C)=O)NC(=O)C1=CC=NN1C